(4-(methyl)benzyl)ethane-1,2-diamine CC1=CC=C(CC(CN)N)C=C1